ethyl 5-(3-hydroxyphenyl)nicotinate OC=1C=C(C=CC1)C=1C=NC=C(C(=O)OCC)C1